C1(=CC=CC=C1)[C@@H]1P[C@H](CC1)C1=CC=CC=C1 (R,R)-2,5-trans-diphenylphospholane